FC1=C(C=C(C=C1)F)C1=CC=C(C=C1)CC(=O)N(C=1SC(=C(N1)C)[S@@](=O)(=N)C)C (+)-(R)-2-(2',5'-Difluoro-[1,1'-biphenyl]-4-yl)-N-methyl-N-(4-methyl-5-(S-methylsulfonimidoyl)thiazol-2-yl)acetamide